6-[(2-Acetyl-2-azaspiro[3.3]heptan-6-yl)amino]-N-[(2R)-2-hydroxy-2-[(3S)-7-hydroxy-1,2,3,4-tetrahydroisoquinolin-3-yl]ethyl]-2-(1-piperidyl)pyrimidine-4-carboxamide C(C)(=O)N1CC2(C1)CC(C2)NC2=CC(=NC(=N2)N2CCCCC2)C(=O)NC[C@H]([C@H]2NCC1=CC(=CC=C1C2)O)O